Kalium Triflat [O-]S(=O)(=O)C(F)(F)F.[K+]